N-(bicyclo[1.1.1]pentan-1-yl)-4-hydroxy-1-(2-morpholinoethyl)-2-oxo-6-(pyridin-3-yl)-1,2-dihydro-1,8-naphthyridine-3-carboxamide C12(CC(C1)C2)NC(=O)C=2C(N(C1=NC=C(C=C1C2O)C=2C=NC=CC2)CCN2CCOCC2)=O